Cl[Au-](Cl)(Cl)Cl.[Na+] sodium tetrachlorogold (III)